C(C)(=O)N(CC(=O)NC12CC(C1)(C2)NC(COC2=CC(=C(C=C2)Cl)F)=O)C2=CC=C(C=C2)Cl N2-acetyl-N-{3-[2-(4-chloro-3-fluorophenoxy)acetamido]bicyclo-[1.1.1]pentan-1-yl}-N2-(4-chlorophenyl)glycinamide